(Z)-5-(cyclopropyl(hydroxy)methyl)-3-(1-((1-isopropyl-1H-pyrazol-4-yl)amino)propylidene)indolin-2-one C1(CC1)C(C=1C=C2/C(/C(NC2=CC1)=O)=C(\CC)/NC=1C=NN(C1)C(C)C)O